2-(4-((6-((4-chloro-2-fluorophenoxy)methyl)pyridin-2-yl)oxy)benzyl)-1-((1-ethyl-1H-imidazole-5-yl)methyl)-1H-benzo[d]imidazole-6-carboxylic acid ClC1=CC(=C(OCC2=CC=CC(=N2)OC2=CC=C(CC3=NC4=C(N3CC3=CN=CN3CC)C=C(C=C4)C(=O)O)C=C2)C=C1)F